6-hydroxy-3,4-dihydro-1H-2-quinolinone OC=1C=C2CCC(NC2=CC1)=O